ClC=1C=C(C=CC1Cl)C(CN(C)C)N 1-(3,4-dichlorophenyl)-N2,N2-dimethyl-ethane-1,2-diamine